CC1=C(NC2=CC=CC=C12)CCO methyl-indoleethanol